C1(CCCCC1)CN1C(SC=C1)=N 3-(cyclohexylmethyl)thiazol-2(3H)-imine